NCCN1C(C=2C=CC=C(C2C1)C(=O)NC1C(NC(CC1)=O)=O)=O 2-(2-aminoethyl)-N-(2,6-dioxopiperidin-3-yl)-1-oxoisoindoline-4-carboxamide